3-Methylheptylacetat CC(CCOC(C)=O)CCCC